BrC=1C=CC2=C(C(=CB(O2)O)C)C1 6-bromo-2-hydroxy-4-methyl-1,2-benzoxaborinine